C(C)(C)(C)C1=CC=C(C=C1)C1(C(C=CC=C1)NC)N 1-(4-(tertiary butyl)phenyl)-N2-methylbenzene-1,2-diamine